O1C(=NC2=C1C=CC=C2)[C@](C)(O)C2=CC(=CC=C2)Cl (R)-1-(2-benzoxazolyl)-1-(3-chlorophenyl)-1-ethanol